C1(CC1)C=1SC(=CN1)C1=CC(=NC=C1)N(C(=O)[C@@H]1CC[C@H](CC1)CC(=O)O)C[C@@H]1CC[C@H](CC1)C1=CC(=C(C=C1)OC)C 2-(trans-4-((4-(2-Cyclopropylthiazol-5-yl)pyridin-2-yl)((trans-4-(4-methoxy-3-methylphenyl)cyclohexyl)methyl)carbamoyl)cyclohexyl)acetic acid